C(C)(=O)N1CCC(CC1)CNS(=O)(=N)C=1C=C(C(=O)OC)C=C(C1OC1=CC=CC=C1)NCCCC methyl 3-[[(1-acetyl-4-piperidyl)methylamino]sulfonimidoyl]-5-(butylamino)-4-phenoxy-benzoate